(S)-5-ethyl-8,8-dimethyl-5-phenyl-5,8,9,10-tetrahydropyrido[2,3-b][1,6]naphthyridin-6(7H)-one C(C)[C@@]1(C2=C(NC=3CC(NC(C13)=O)(C)C)N=CC=C2)C2=CC=CC=C2